N[C@H]1CS(C2=C(N(C1=O)CC1=CC=C(C=C1)Cl)C=C(C(=C2)F)C=2OC(=NN2)C2CN(CCC2)C)(=O)=O (3R)-3-amino-5-[(4-chlorophenyl)methyl]-8-fluoro-7-[5-(1-methyl-3-piperidyl)-1,3,4-oxadiazol-2-yl]-1,1-dioxo-2,3-dihydro-1lambda6,5-benzothiazepin-4-one